CCC(C(=O)[O-])(CC)CC di(2-ethyl)-butyrate